N-{cis-3-[methyl(7H-pyrrolo[2,3-d]pyrimidin-4-yl)amino]cyclobutyl}-4-(1H-pyrazol-3-yl)piperidine-1-sulfonamide Methyl-(S)-2-phenyl-2-(vinylsulfonamido)acetate COC([C@@H](NS(=O)(=O)C=C)C1=CC=CC=C1)=O.CN([C@H]1C[C@H](C1)NS(=O)(=O)N1CCC(CC1)C1=NNC=C1)C=1C2=C(N=CN1)NC=C2